3-(triazol-1-yl)propanoic acid N1(N=NC=C1)CCC(=O)O